N-(2-(4-(azidomethyl)piperidin-1-yl)ethyl)-4-(cyclopropylmethyl)benzenesulfonamide N(=[N+]=[N-])CC1CCN(CC1)CCNS(=O)(=O)C1=CC=C(C=C1)CC1CC1